BrC1=CC(=C2C=NNC2=C1C)C(F)F 6-bromo-4-(difluoromethyl)-7-methyl-1H-indazole